C(C(C)(C)C)(=O)NC1=NC=CC=C1 2-pivaloylaminopyridine